tetraphenyl-ethanediol C1(=CC=CC=C1)C(C(O)(O)C1=CC=CC=C1)(C1=CC=CC=C1)C1=CC=CC=C1